methyl 4-{3-chloro-4-[(3,5-difluoropyridin-2-yl)(2H2)methoxy]-6-methyl-2-oxopyridin-1-yl}-3'-fluoro-5-methyl-[2,4'-bipyridine]-2'-carboxylate ClC=1C(N(C(=CC1OC([2H])([2H])C1=NC=C(C=C1F)F)C)C1=CC(=NC=C1C)C1=C(C(=NC=C1)C(=O)OC)F)=O